2,2-difluoro-6-methyl-1,3-benzodioxole-5-carbaldehyde FC1(OC2=C(O1)C=C(C(=C2)C=O)C)F